tert-butyl ((5-aminopyridin-3-yl)methyl)(methyl)carbamate NC=1C=C(C=NC1)CN(C(OC(C)(C)C)=O)C